[5-(benzyloxy)-1H-1,3-benzodiazol-2-yl]methanol C(C1=CC=CC=C1)OC1=CC2=C(NC(=N2)CO)C=C1